[N+](=O)([O-])C=1C=C(COC([C@@H](N)C)=O)C=C(C1)[N+](=O)[O-] L-alanine-3,5-dinitrobenzyl ester